FC=1C=C(C=CC1C1=NC=CC(=C1)C1=CC=2C(NCCC2N1)=O)N1CCN(CC1)CC=O 2-[4-[3-fluoro-4-[4-(4-oxo-1,5,6,7-tetrahydropyrrolo[3,2-c]pyridin-2-yl)-2-pyridyl]phenyl]piperazin-1-yl]acetaldehyde